5-chloro-3-(2,2-difluoroethoxy)-2-iodopyridine ClC=1C=C(C(=NC1)I)OCC(F)F